(3-cyano-4-fluorophenyl)-1,2,4-trimethyl-5-(2-(4-methylpiperazin-1-yl)-2-oxoacetyl)-1H-pyrrole-3-carboxamide C(#N)C=1C=C(C=CC1F)NC(=O)C1=C(N(C(=C1C)C(C(=O)N1CCN(CC1)C)=O)C)C